[Pb].[Ag].[Sn].COC=1C=C(C=CC1OC)C=1NC2=CC=C(C=C2C1C(C)C)C1CCN(CC1)CC(=O)NC1CCC(CC1)C(C)(C)O 2-(4-(2-(3,4-dimethoxyphenyl)-3-isopropyl-1H-indol-5-yl)piperidin-1-yl)-N-((1r,4r)-4-(2-hydroxypropan-2-yl)cyclohexyl)acetamide tin silver lead